2-[6-(4-{2-[4-(5,6-dimethoxypyridazin-3-yl)phenyl]ethyl}piperazin-1-yl)-3-methylimidazo[1,5-a]pyridin-8-yl]-N-ethyl-5-fluoro-N-(isopropyl)benzamide COC=1C=C(N=NC1OC)C1=CC=C(C=C1)CCN1CCN(CC1)C=1C=C(C=2N(C1)C(=NC2)C)C2=C(C(=O)N(C(C)C)CC)C=C(C=C2)F